titanium di(dihydroxyphenyl) diisobutyrate C(C(C)C)(=O)OC1=C(C(=CC=C1)O)O.C(C(C)C)(=O)OC1=C(C(=CC=C1)O)O.[Ti]